2-(2-(3-fluorophenyl)hydrazono)-N-(piperidin-1-yl)ethan-1-imine FC=1C=C(C=CC1)NN=CC=NN1CCCCC1